ClC1=C(C=CC=C1)S(=O)(=O)NC1=NC=NN2C1=CC=C2C=2C=C1C=NC(=NC1=C(C2)CC)N[C@@H]2[C@@H](CCCC2)O 2-chloro-N-(7-(8-ethyl-2-(((1S,2R)-2-hydroxycyclohexyl)amino)quinazolin-6-yl)pyrrolo[2,1-f][1,2,4]triazin-4-yl)benzenesulfonamide